N-(4-(4-amino-5-(3-fluoro-4-((2-methylpyrimidin-4-yl)oxy)phenyl)-7-methyl-7H-pyrrolo[2,3-d]pyrimidin-6-yl)phenyl)methacrylamide NC=1C2=C(N=CN1)N(C(=C2C2=CC(=C(C=C2)OC2=NC(=NC=C2)C)F)C2=CC=C(C=C2)NC(C(=C)C)=O)C